N1=C(N=CC=C1)CNC(C1=CC=C(C=C1)C(F)(F)F)=O N-(pyrimidin-2-ylmethyl)-4-(trifluoromethyl)benzamide